N1C=CC=2C1=CN=CC2CC=2C=C(C(=O)O)C=C(N2)C(NC)=O 2-((1H-pyrrolo[2,3-c]pyridin-4-yl)methyl)-6-(methylcarbamoyl)isonicotinic acid